6-chloro-5-fluorobenzoimidazole ClC=1C(=CC2=C(N=CN2)C1)F